(E)-3-(2-(dimethylamino)ethylidene)-1-(4-((3-methyl-4-((6-methylpyridin-3-yl)oxy)phenyl)amino)pyrido[3,2-d]pyrimidin-6-yl)pyrrolidin-2-one CN(C\C=C/1\C(N(CC1)C=1C=CC=2N=CN=C(C2N1)NC1=CC(=C(C=C1)OC=1C=NC(=CC1)C)C)=O)C